C(=O)(OCC1C2=CC=CC=C2C2=CC=CC=C12)N[C@@H](CSCNC(C)=O)C(=O)O Fmoc-S-acetamidomethyl-L-cysteine